BrC1=CC=CC2=C1N(C(N2CC2=CC=C(C=C2)OC)=O)CCCNC(OC(C)(C)C)=O tert-butyl N-[3-[7-bromo-3-[(4-methoxyphenyl)methyl]-2-oxo-benzimidazol-1-yl]propyl]carbamate